ClC=1C(=C(C=CC1OCCCCO)C=1C(CC(NN1)=O)C)O 6-[3-chloro-2-hydroxy-4-(4-hydroxybutoxy)phenyl]-5-methyl-4,5-dihydro-2H-pyridazin-3-one